CC1=C(C=CC=C1NC=1N=CC=C2C=C(C=NC12)CN1C[C@@H](CC1)O)C1=C(C(=CC=C1)C=1SC=2CNCCC2N1)C (R)-1-((8-((2,2'-Dimethyl-3'-(4,5,6,7-tetrahydrothiazolo[5,4-c]pyridin-2-yl)-[1,1'-biphenyl]-3-yl)amino)-1,7-naphthyridin-3-yl)methyl)pyrrolidin-3-ol